2,4-difluoro-N-(2-oxo-2-(4-(5-(trifluoromethyl)-1,2,4-oxadiazol-3-yl)phenyl)ethyl)benzamide FC1=C(C(=O)NCC(C2=CC=C(C=C2)C2=NOC(=N2)C(F)(F)F)=O)C=CC(=C1)F